6-((1-((3-(azidomethyl)oxetan-3-yl)sulfonyl)cyclopropyl)methyl)-N-(4-cyanobenzyl)-1-methyl-7-oxo-4,5,6,7-tetrahydro-1H-pyrazolo[3,4-c]pyridine-3-carboxamide N(=[N+]=[N-])CC1(COC1)S(=O)(=O)C1(CC1)CN1C(C2=C(CC1)C(=NN2C)C(=O)NCC2=CC=C(C=C2)C#N)=O